C1CC12CN(CC2)C2=NC=CC(=N2)C 2-{5-Azaspiro[2.4]heptan-5-yl}-4-methylpyrimidin